(12Z,15Z)-3-((4-(dimethylamino)butanoyl)oxy)henicosa-12,15-dien-1-yl 3-octylundecanoate, formate salt C(=O)O.C(CCCCCCC)C(CC(=O)OCCC(CCCCCCCC\C=C/C\C=C/CCCCC)OC(CCCN(C)C)=O)CCCCCCCC